C(C1=CC=CC=C1)N1CCC(CC1)C1CN=C(O1)N1[C@H](C2=CC=CC=C2CC1)C1=CC=C(C=C1)F 5-(1-benzylpiperidin-4-yl)-2-((S)-1-(4-fluorophenyl)-3,4-dihydroisoquinolin-2(1H)-yl)-4,5-dihydrooxazole